COC1=C(C=C(C=C1OC=1C=C(C=CC1)C)C(C)(CC(C)(C)C)C)N1N=C2C(=N1)C=CC=C2 2-(2-methoxy-3-(m-tolyloxy)-5-(2,4,4-trimethylpentan-2-yl)phenyl)-2H-1,2,3-benzotriazole